2,3-dimethyl-6,8-difluoroquinoline CC1=NC2=C(C=C(C=C2C=C1C)F)F